N-(2-(2,6-dioxopiperidin-3-yl)-1,3-dioxoisoindolin-5-yl)-3-(trifluoromethyl)benzenesulfonamide O=C1NC(CCC1N1C(C2=CC=C(C=C2C1=O)NS(=O)(=O)C1=CC(=CC=C1)C(F)(F)F)=O)=O